(Z)-2-(3-methyl-4-(p-tolyl)but-2-en-1-yl)-1,3-dioxolane C/C(=C/CC1OCCO1)/CC1=CC=C(C=C1)C